tert-butyl cyclopropyl(1-(5-((7-(difluoromethyl)-2-methylimidazo[1,2-a]pyridin-6-yl)carbamoyl)pyrazin-2-yl)pyrrolidin-3-yl)carbamate C1(CC1)N(C(OC(C)(C)C)=O)C1CN(CC1)C1=NC=C(N=C1)C(NC=1C(=CC=2N(C1)C=C(N2)C)C(F)F)=O